1-(2,5-dichlorophenyl)pyrrolidine-3-carboxylic acid ClC1=C(C=C(C=C1)Cl)N1CC(CC1)C(=O)O